copper-vanadium-titanium [Ti].[V].[Cu]